ClC=1C(=C(C(=O)OOC(C2=C(C(=CC=C2)Cl)Cl)=O)C=CC1)Cl di-chlorobenzoylperoxide